ClC1=C(C=CC(=C1F)OCC#N)C1=CN=C(N1C)C(=O)NC1=CC(=C(C=C1)C(=O)N1CCN(CC1)CCN(C)C)Cl 5-[2-chloro-4-(cyanomethoxy)-3-fluoro-phenyl]-N-[3-chloro-4-[4-[2-(dimethylamino)ethyl]piperazine-1-carbonyl]phenyl]-1-methyl-imidazole-2-carboxamide